C(C=C)(=O)OCC(CNCCC[Si](OCC)(OCC)OCC)O N-(3-acryloyloxy-2-hydroxypropyl)aminopropyl-triethoxysilane